Cl.N[C@@H]1[C@@H](CCC1)O (1R,2S)-2-aminocyclopentan-1-ol-HCl